7-(4,4-difluoropiperidin-1-yl)-N'-(4-iodo-2-(6-azaspiro[2.5]octan-6-yl)benzoyl)furo[2,3-c]pyridine-5-carboxylic acid hydrazide FC1(CCN(CC1)C=1N=C(C=C2C1OC=C2)C(=O)NNC(C2=C(C=C(C=C2)I)N2CCC1(CC1)CC2)=O)F